(4-((1-((2-chlorophenyl)amino)-4-hydroxybut-2-yl)amino)-6-(methylamino)-1,3,5-triazin-2-yl)-N-((5-oxopyrrolidin-3-yl)methyl)piperidine-4-carboxamide ClC1=C(C=CC=C1)NCC(CCO)NC1=NC(=NC(=N1)NC)N1CCC(CC1)C(=O)NCC1CNC(C1)=O